CC(C)(CCC(C)(OOC(C)(C)C)C)OOC(C)(C)C 2,5-di-methyl-2,5-di(tert-butylperoxy)hexane